COC=1C=C(C=CC1CC1=NOC(=N1)C)C=1C=C(N2N=CN=C(C21)N)C2=NN(C=C2)C 5-(3-methoxy-4-((5-methyl-1,2,4-oxadiazol-3-yl)methyl)phenyl)-7-(1-methyl-1H-pyrazol-3-yl)pyrrolo[2,1-F][1,2,4]triazin-4-amine